NC=1C(=NC(=CN1)C1=NC=CC=C1C(F)(F)F)C(=O)NC1=NC=CC=C1N1CC(C(CC1)(C)N)F 3-amino-N-(3-(4-amino-3-fluoro-4-methylpiperidin-1-yl)pyridin-2-yl)-6-(3-(trifluoromethyl)pyridin-2-yl)pyrazine-2-carboxamide